(2-(isopropylamino)ethoxy)pyridin C(C)(C)NCCOC1=NC=CC=C1